CNCCCN methyl-1,3-propylenediamine